(2R,3R,4R,5R,6R)-4,5-dihydroxy-6-(hydroxymethyl)-2-methoxytetrahydro-2H-pyran O[C@@H]1C[C@@H](O[C@@H]([C@@H]1O)CO)OC